OC1=CC=CC=C1C=O 6-hydroxybenzaldehyde